C(C1=CC=CC=C1)(=O)OC(CC)(CC(CC)(OC(C1=CC=CC=C1)=O)CC)C 3-methyl-5-ethyl-3,5-heptanediol dibenzoate